C(C)(C)(C)C1N(CC(C=C1)C)C=1N(C2=CC=CC=C2C1)C tert-butyl-5-methyl-1-(1-methyl-1H-indol-2-yl)-5H-pyridine